Cl.C(C1=CC=CC=C1)N1CCC(CC1)CN1N=CC=C(C1=O)C1=CC=C(C=C1)O 2-[(1-benzylpiperidin-4-yl)methyl]-4-(4-hydroxyphenyl)-2,3-dihydropyridazin-3-one hydrochloride